[4-(1H-imidazol-4-yl)phenyl]-N-[[5-(trifluoromethyl)-3-pyridyl]methyl]acetamide N1C=NC(=C1)C1=CC=C(C=C1)CC(=O)NCC=1C=NC=C(C1)C(F)(F)F